N-(4-((2-aminoethyl)thio)phenyl)-5-(1,2,3,6-tetrahydropyridin-4-yl)thiophene-2-carboxamide NCCSC1=CC=C(C=C1)NC(=O)C=1SC(=CC1)C=1CCNCC1